ClC=1C=C(C#N)C=C(C1)OC1=C(N=CN(C1=O)CC1=NNC(C(=C1)C1=C(C=CC(=C1)OC)F)=O)C(F)(F)F 3-chloro-5-((1-((5-(2-fluoro-5-methoxyphenyl)-6-oxo-1,6-dihydropyridazin-3-yl)methyl)-6-oxo-4-(trifluoromethyl)-1,6-dihydropyrimidin-5-yl)oxy)benzonitrile